4-(2-(2,6-dioxopiperidin-3-yl)-1-oxoisoindolin-4-yl)butyl 3-(3-((3-benzyl-9-methyl-4H,6H-thieno[2,3-e][1,2,4]triazolo[3,4-c][1,4]oxazepin-2-yl)ethynyl)-1H-pyrazol-1-yl)propanoate C(C1=CC=CC=C1)C1=C(SC=2N3C(COCC21)=NN=C3C)C#CC3=NN(C=C3)CCC(=O)OCCCCC3=C2CN(C(C2=CC=C3)=O)C3C(NC(CC3)=O)=O